O1CCN(CC1)CCCN1CCN(CC1)C N-morpholinopropyl-N'-methylpiperazine